4-[[4-(4-methyl-2-pyridinyl)-1-piperazinyl]carbonyl]-1(2H)-phthalazinone CC1=CC(=NC=C1)N1CCN(CC1)C(=O)C1=NNC(C2=CC=CC=C12)=O